(Difluoromethyl)-2-[2-[[(3R)-1-methyl-3-piperidyl]amino]oxazolo[4,5-b]pyridin-5-yl]-5-(trifluoromethyl)phenol FC(F)C=1C(=C(C=C(C1)C(F)(F)F)O)C1=CC=C2C(=N1)N=C(O2)N[C@H]2CN(CCC2)C